C(C)(C)C1=C(NC2=CC=C(C=C12)C(C(=O)N(C1CCNCC1)C)(C)C)C1=CC(=NC=C1)C 2-(3-isopropyl-2-(2-methylpyridin-4-yl)-1H-indol-5-yl)-N,2-dimethyl-N-(piperidin-4-yl)propionamide